O1C=NN=C1 (1,3,4)-oxadiazole